C1(=CC=CC=C1)S(=O)(=O)OC1=C(O[C@@](C1=O)([2H])C1=CC=C(C=C1)Cl)N (S)-2-amino-5-(4-chlorophenyl)-4-oxo-4,5-dihydrofuran-3-yl-5-d benzenesulfonate